NC1=NC(=NN2C1=NC=C2C(O)C2CNC2)O[C@@H](C)CCC (4-amino-2-(((S)-pent-2-yl)oxy)imidazo[2,1-f][1,2,4]Triazin-7-yl)(azetidin-3-yl)methanol